2-{[2-(Butylamino)pyrimidin-4-yl]amino}benzoic acid C(CCC)NC1=NC=CC(=N1)NC1=C(C(=O)O)C=CC=C1